BrC1=C(O[C@H](C(=O)O)CC#C)C=CC(=C1)Br (S)-2-(2,4-dibromophenoxy)-4-pentynoic acid